COCCNC1=NC(=NC=C1)N1N=C(C(=C1)C1=CN=C(N1C)C(=O)N)C(F)(F)F 5-[1-[4-(2-methoxyethylamino)pyrimidin-2-yl]-3-(trifluoromethyl)pyrazol-4-yl]-1-methyl-imidazole-2-carboxamide